Cl.ClC1=CC=C(C[C@H]2CO[C@H](CN2C2CCC(CC2)C=2OC(=CN2)C)C)C=C1 (2s,5S)-5-(4-chlorobenzyl)-2-methyl-4-(4-(5-methyloxazol-2-yl)cyclohexyl)morpholine hydrochloride